(4-(4-((4-fluorophenyl)amino)-4-oxobutyl)-1-phenyl-1H-imidazol-2-yl)-3-(1H-pyrazol-4-yl)benzamide racemic-triflate OS(=O)(=O)C(F)(F)F.FC1=CC=C(C=C1)NC(CCCC=1N=C(N(C1)C1=CC=CC=C1)C1=C(C(=O)N)C=CC=C1C=1C=NNC1)=O